N-(3-cyano-4-fluorophenyl)-2-fluoro-6-(7-fluoro-chroman-4-yl)-3-(trifluoromethyl)benzamide C(#N)C=1C=C(C=CC1F)NC(C1=C(C(=CC=C1C1CCOC2=CC(=CC=C12)F)C(F)(F)F)F)=O